ethyl 2-(2-((5-(3-cyano-5-cyclopropylphenyl)-1-isopropyl-1H-indazol-3-yl)methoxy)phenyl)acetate C(#N)C=1C=C(C=C(C1)C1CC1)C=1C=C2C(=NN(C2=CC1)C(C)C)COC1=C(C=CC=C1)CC(=O)OCC